3-(2-phenethyl-1,3-dioxolan-4-yl)-1-phenylbutyl acetate C(C)(=O)OC(CC(C)C1OC(OC1)CCC1=CC=CC=C1)C1=CC=CC=C1